C[C@H]1N(CCNC1)C1=NC=C(C=N1)C(F)(F)F (R)-2-(2-methylpiperazin-1-yl)-5-(trifluoromethyl)pyrimidine